[N+](=O)([O-])C=1C=C(C=CC1)/C(=C/C(=O)Cl)/C (E)-3-(3-nitrophenyl)but-2-enoyl chloride